NC1=C2C(=NC=N1)N(N=C2C2=CC=C(C=C2)OC2=CC=CC=C2)C2CCN(CC2)CC2=CC(=C1C(N(C(C1=C2)=O)C2C(NC(CC2)=O)=O)=O)F 6-((4-(4-amino-3-(4-phenoxyphenyl)-1H-pyrazolo[3,4-d]pyrimidin-1-yl)piperidin-1-yl)methyl)-2-(2,6-dioxopiperidin-3-yl)-4-fluoroisoindoline-1,3-dione